N(=[N+]=[N-])CCOC=1C=C(C=CC1)C=1C(=C2C(=NC(=NN2C1)C=1N(C=CN1)C)O)C1=CC=CC=C1 (3-(2-azidoethoxy)phenyl)-2-(1-methyl-1H-imidazol-2-yl)-5-phenylpyrrolo[2,1-f][1,2,4]triazin-4-ol